ClC=1C(=CC(=NC1)OC)C1=CC(=NN1)C(=O)N1CCC(CC1)(C(=O)NCC1=CC(=CC=C1)Cl)CO 1-[5-(5-chloro-2-methoxypyridin-4-yl)-1H-pyrazole-3-carbonyl]-N-[(3-chlorophenyl)methyl]-4-(hydroxymethyl)piperidine-4-carboxamide